CC(COC(NCC(NCC(NCC(NCC)=O)=O)=O)=O)(C)C trimethyl-4,7,10,13-tetraoxo-3-oxa-5,8,11,14-tetraazahexadecan